[Na].[Na].OC=1C2=CC=CC=C2C(=C2C=CCCC12)O dihydrodihydroxyanthracene disodium salt